3-ISOPROPOXY-5-METHYLPHENYLBORONIC ACID C(C)(C)OC=1C=C(C=C(C1)C)B(O)O